C1NCC12CC(C2)C2(C=C1C(N=CN=C1C=C2)=O)OC2=C(C(=CC=C2F)NS(N(C)CC)(=O)=O)C#N 6-(2-azaspiro[3.3]heptan-6-yl)-6-[2-cyano-3-[[ethyl(methyl)sulfamoyl]amino]-6-fluoro-phenoxy]-4-oxo-quinazoline